OCCN1N=C(C(=C1)C=1C=C2CCC(C2=CC1)=NO)C1=CC=NC=C1 2,3-dihydro-5-[1-(2-hydroxyethyl)-3-(4-pyridyl)-1H-pyrazol-4-yl]-1H-inden-1-one oxime